C(=O)(O)[C@H](CC1=CC=C(C=C1)NC(CCCCCN1N=NC(=C1)CCCF)=O)N(C(NC(CC(=O)O)CC(=O)O)=O)C 3-((S)-1-Carboxy-2-(4-(6-(4-(3-fluoropropyl)-1H-1,2,3-triazol-1-yl)hexamido)phenyl)ethyl-3-methylureido)pentanedioic Acid